2-(6-{5-chloro-2-[(oxan-4-yl)amino]pyrimidin-4-yl}-1-oxo-2,3-dihydro-1H-isoindol-2-yl)-N-{1-[5-fluoro-2-(1H-pyrazol-1-yl)phenyl]ethyl}acetamide ClC=1C(=NC(=NC1)NC1CCOCC1)C1=CC=C2CN(C(C2=C1)=O)CC(=O)NC(C)C1=C(C=CC(=C1)F)N1N=CC=C1